ClC1=CC=C(O[C@H](C(=O)[O-])CC(C)C)C=C1.[Na+] sodium (2S)-2-(4-chlorophenoxy)-4-methylpentanoate